ClC=1C=CC(=C(C1)C1=CC(N(C=C1OC)C(C(=O)O)C)=O)N1N=NC(=C1)C(F)(F)F 2-[4-{5-chloro-2-[4-(trifluoromethyl)-1H-1,2,3-triazol-1-yl]phenyl}-5-methoxy-2-oxopyridin-1(2H)-yl]propionic acid